glucose 1,6-bisphosphate C([C@@H]1[C@H]([C@@H]([C@H]([C@H](O1)OP(=O)(O)O)O)O)O)OP(=O)(O)O